C(C)(=O)OCCOC 2-methoxy-ethyl acetate